(R)-3-(2-bromo-6-(difluoromethoxy)phenyl)-3-((5-chloro-2-nitrophenyl)amino)propanal BrC1=C(C(=CC=C1)OC(F)F)[C@@H](CC=O)NC1=C(C=CC(=C1)Cl)[N+](=O)[O-]